C1=CC=CC=2C3=CC=CC=C3N(C12)C1=CC=C(C=C1)C1=C(C(=C(C(=N1)N1C2=CC=C(C=C2C=2C=C(C=CC12)C#N)C#N)N1C2=CC=C(C=C2C=2C=C(C=CC12)C#N)C#N)C1=C(C=CC=C1C)C)N1C2=CC=C(C=C2C=2C=C(C=CC12)C#N)C#N 9,9',9''-(6-(4-(9H-carbazol-9-yl)phenyl)-4-(2,6-dimethylphenyl)pyridine-2,3,5-triyl)tris(9H-carbazole-3,6-dicarbonitrile)